C(C)C(C(=O)OCOC1=C(C(=CC(=C1)CCCCC)O)C1CCCC(=C1)C)CC ((6-hydroxy-5'-methyl-4-pentyl-1',2',3',4'-tetrahydro-[1,1'-biphenyl]-2-yl)oxy)methyl 2-ethylbutanoate